NC1=C(C=2C(=NC=C(C2S1)F)C=1C2=C(C=3C=NC(=NC3C1F)N1C[C@@H]([C@H](C1)C)NC(C)C)COC2)C#N 2-Amino-7-fluoro-4-(5-fluoro-3-((3R,4S)-3-(isopropylamino)-4-methylpyrrolidin-1-yl)-7,9-dihydrofuro[3,4-f]quinazolin-6-yl)thieno[3,2-c]pyridine-3-carbonitrile